(2-(4-(4-(methoxycarbonyl)phenyl)piperazin-1-yl)ethoxy)einsteinium COC(=O)C1=CC=C(C=C1)N1CCN(CC1)CCO[Es]